S1C(=CC2=C1C=CC=C2)C(=O)N2CCC(CC2)CCCCNC(=O)C=2C=CC=1N(C2)C=CN1 N-(4-{1-[(1-benzothiophen-2-yl)carbonyl]piperidin-4-yl}butyl)imidazo[1,2-a]pyridine-6-carboxamide